(1S,3S)-3-((6-(5-(((4-cyclobutyl-6-ethoxypyrimidin-2-yl)amino)methyl)-1-methyl-1H-1,2,3-triazol-4-yl)-2-methylpyridin-3-yl)oxy)cyclohexane-1-carboxylic acid C1(CCC1)C1=NC(=NC(=C1)OCC)NCC1=C(N=NN1C)C1=CC=C(C(=N1)C)O[C@@H]1C[C@H](CCC1)C(=O)O